C1(CC1)N(CCC(C(=O)O)NC(=O)O[C@@H](C)C1=CC=CC=C1)CCCCC1=NC=2NCCCC2C=C1 4-[cyclopropyl-[4-(5,6,7,8-tetrahydro-1,8-naphthyridin-2-yl)butyl]amino]-2-[[(1S)-1-phenylethoxy]carbonylamino]butanoic acid